C(C)(C)(C)OC(=O)N[C@@H](CC(=O)OCC)C=1C=C(C=C(C1F)C1CC1)C1=C(C(=C(C=C1OCCCC=C)C)C)C Ethyl (S)-3-((tert-butoxycarbonyl)amino)-3-(5-cyclopropyl-4-fluoro-2',3',4'-trimethyl-6'-(pent-4-en-1-yloxy)-[1,1'-biphenyl]-3-yl)propanoate